2-(azetidin-3-yl)-N-((3-fluoropyridin-2-yl)methyl)oxazolo[4,5-c]pyridin-4-amine N1CC(C1)C=1OC2=C(C(=NC=C2)NCC2=NC=CC=C2F)N1